CN1CCP(CC1)=O 1-methyl-4-oxido-1,4-azaphosphinan